aluminum-vanadium-niobium-chromium [Cr].[Nb].[V].[Al]